N-((CIS)-2-((((CIS)-4-phenylcyclohexyl)oxy)methyl)-1-(5-phenylpyridin-3-yl)piperidin-3-yl)methanesulfonamide C1(=CC=CC=C1)[C@H]1CC[C@H](CC1)OC[C@@H]1N(CCC[C@@H]1NS(=O)(=O)C)C=1C=NC=C(C1)C1=CC=CC=C1